ClCC1=CC=C(CN2CC3(CN(C3)C=3C=CC(=NC3)NC3=NC=C(C(=N3)C=3C=NN4C3[C@@H](CCCC4)C)F)C2)C=C1 (R)-N-(5-(6-(4-(chloromethyl)benzyl)-2,6-diazaspiro[3.3]heptan-2-yl)pyridin-2-yl)-5-fluoro-4-(4-methyl-5,6,7,8-tetrahydro-4H-pyrazolo[1,5-a]azepin-3-yl)pyrimidin-2-amine